1-((1S)-7,7-Dimethyl-2-oxobicyclo[2.2.1]heptan-1-yl)-N-((1,2,3,5,6,7-hexahydro-s-indacen-4-yl)carbamoyl)methanesulfonamide, Potassium Salt [K].CC1([C@@]2(C(CC1CC2)=O)CS(=O)(=O)NC(NC2=C1CCCC1=CC=1CCCC21)=O)C